Octylphenyl salicylate CCCCCCCCC1=CC=CC=C1OC(=O)C2=CC=CC=C2O